NC1=NC=CC=C1C1=NC=2C(=NC(=CC2)N2N=CC=C2)N1C=1C=C2CC[C@@H](C2=CC1)NC(C1=CN=C(C=C1C)Br)=O (S)-N-(5-(2-(2-aminopyridin-3-yl)-5-(1H-pyrazol-1-yl)-3H-imidazo[4,5-b]pyridin-3-yl)-2,3-dihydro-1H-inden-1-yl)-6-bromo-4-methylnicotinamide